diphenyl-[4-(phenylthio)phenyl]-sulfonium hexafluoroantimonate F[Sb-](F)(F)(F)(F)F.C1(=CC=CC=C1)[S+](C1=CC=C(C=C1)SC1=CC=CC=C1)C1=CC=CC=C1